(1R,5S,6s)-tert-butyl-6-((4-((5-chloro-2-fluorophenyl)amino)-6-nitroquinazolin-7-yl) ethynyl)-3-azabicyclo[3.1.0]hexane-3-carboxylate C(C)(C)(C)OC(=O)N1C[C@@H]2C([C@@H]2C1)C#CC1=C(C=C2C(=NC=NC2=C1)NC1=C(C=CC(=C1)Cl)F)[N+](=O)[O-]